lithium phosphosulfur chlorine [Cl].P(=O)(=O)[S].[Li]